NC1=NC=NN2C1=C(C=C2C=2C=C(C(=NC2)OC)C(=O)N[C@@H]2CN(C[C@@H]2F)C(CC2C(C2)(F)F)=O)C(F)(F)F 5-[4-amino-5-(trifluoromethyl)pyrrolo[2,1-f][1,2,4]triazin-7-yl]-N-[(3R,4S)-1-[2-(2,2-difluorocyclopropyl)acetyl]-4-fluoropyrrolidin-3-yl]-2-methoxypyridine-3-carboxamide